BrC1=CC=C(C(C(=O)[O-])=C1)O.CC(C[Sn+](CC(C)(C)C1=CC=CC=C1)CC(C)(C)C1=CC=CC=C1)(C)C1=CC=CC=C1 tri(2-methyl-2-phenylpropyl)tin 5-bromosalicylate